(1,1-difluoropropyl)benzonitrile FC(CC)(F)C1=C(C#N)C=CC=C1